NCCOCCNC(C1=C(C=C(C=C1)NC=1C=2N(C=CN1)C(=CN2)C=2C(=NN(C2)CCF)C(F)(F)F)C)=O N-[2-(2-aminoethoxy)ethyl]-4-[[3-[1-(2-fluoroethyl)-3-(trifluoromethyl)pyrazol-4-yl]imidazo[1,2-a]pyrazin-8-yl]amino]-2-methylbenzamide